C(C)OC(C(C(C(C(F)F)(F)F)(F)F)(F)F)=O octafluoropentanoic acid ethyl ester